C(C)N(C(OC(C)(C)C)=O)C1CCN(CC1)C=1C2=CN(N=C2C(=CC1)C(NC=1C=C(C=2N(C1)C=C(N2)C)N2C=CC(C=C2)=O)=O)C tert-butyl N-ethyl-N-[1-[2-methyl-7-[[2-methyl-8-(4-oxo-1-pyridyl)-imidazo[1,2-a]pyridin-6-yl]carbamoyl]indazol-4-yl]-4-piperidyl]carbamate